8-amino-2-(2,6-dioxopiperidin-3-yl)isoquinoline-1,3(2H,4H)-dione NC=1C=CC=C2CC(N(C(C12)=O)C1C(NC(CC1)=O)=O)=O